β-(3,4-epoxycyclohexyl)ethylacetoxydiethylsilane C1(CC2C(CC1)O2)CC[Si](CC)(CC)OC(C)=O